(5Z)-3-Methyl-5-[(2-methylindazol-5-yl)methylene]-2-(tetrahydropyran-4-ylmethylamino)imidazol-4-one CN1C(=N\C(\C1=O)=C/C1=CC2=CN(N=C2C=C1)C)NCC1CCOCC1